(rac)-((1s,3s)-3-hydroxy-3-methylcyclobutyl)(6-(1-phenylethyl)-2-azaspiro[3.3]Hept-2-yl)methanone OC1(CC(C1)C(=O)N1CC2(C1)CC(C2)[C@@H](C)C2=CC=CC=C2)C |r|